The molecule is a flavonol oxoanion that is the conjugate base of myricetin, arising from selective deprotonation of the 3-hydroxy group; major species at pH 7.3. It is a conjugate base of a myricetin. C1=C(C=C(C(=C1O)[O-])O)C2=C(C(=O)C3=C(C=C(C=C3O2)O)O)O